COC(=O)C1(N=C(SCC1)COCC1=CC=CC=C1)CCC(=O)OC Methyl-2-((benzyloxy)methyl)-4-(3-methoxy-3-oxopropyl)-5,6-dihydro-4H-1,3-thiazine-4-carboxylate